C(=O)(O)[C@H](O)[C@@H](O)C(=O)O.C(#N)C=1C(=CC(=NC1)C(=O)NC1CCN(CC1)C[C@@H](C=1C(=C2COC(C2=CC1)=C=O)C)O)OC (R)-5-cyano-N-(1-(2-hydroxy-2-(4-methyl-1-carbonyl-1,3-dihydroisobenzofuran-5-yl)ethyl)piperidine-4-yl)-4-methoxypyridineformamide L(+)-tartrate